[(1R)-1-[4-(trifluoromethyl)phenyl]ethyl]methanesulfonate FC(C1=CC=C(C=C1)[C@@H](C)CS(=O)(=O)[O-])(F)F